FC1=CC=CC=2C(=NC(OC21)(CCCCC)C)C=2C=NN1C2N=CC(=C1)C 8-fluoro-2-methyl-4-(6-methylpyrazolo[1,5-a]pyrimidin-3-yl)-2-pentyl-2H-benzo[e][1,3]oxazine